3-phenylbicyclo[1.1.1]pentan-1-amine C1(=CC=CC=C1)C12CC(C1)(C2)N